tert-butyl 2-methyl-4-oxo-8-azabicyclo[3.2.1]oct-2-ene-8-carboxylate CC=1C2CCC(C(C1)=O)N2C(=O)OC(C)(C)C